6,7-dimethoxy-4-(piperidine-1-carbonyl)-2-(1H-pyrrolo[3,2-c]pyridin-3-yl)isoquinolin-1(2H)-one COC=1C=C2C(=CN(C(C2=CC1OC)=O)C1=CNC2=C1C=NC=C2)C(=O)N2CCCCC2